C(CCCCCCC\C=C/C\C=C/CCCCC)C(C(C(O)CCCCCCCC\C=C/C\C=C/CCCCC)O)O dilinoleylglycerol